C(C)(C)(C)OC(=O)N1C[C@@H](N(CC1)C1=C2C(=NC=N1)N(N=C2C2CCOCC2)C2=CC(=CC=C2)N)C (S)-4-(1-(3-aminophenyl)-3-(tetrahydro-2H-pyran-4-yl)-1H-pyrazolo[3,4-d]pyrimidin-4-yl)-3-methylpiperazine-1-carboxylic acid tert-butyl ester